3-formyl-L-threonine C(=O)[C@@]([C@H](N)C(=O)O)(O)C